CC12[C@H](C[C@H](CC1)C2(C)C)OC(C)=O (2s,4s)-acetic acid 1,7,7-trimethyl-bicyclo[2.2.1]-hept-2-yl ester